5-Methyl-N-{2-[3-(propan-2-yl)pyridin-2-yl]-[1,3]thiazolo[5,4-c]pyridin-6-yl}-6-[(pyrrolidin-1-yl)methyl]pyridin-2-amine CC=1C=CC(=NC1CN1CCCC1)NC1=CC2=C(C=N1)SC(=N2)C2=NC=CC=C2C(C)C